ClC1=CC(=C(C=C1)[C@@]1(OC2=C(O1)C=CC=C2C2CCN(CC2)CC2=C(C=C(N=N2)C#N)C)C)F 6-({4-[(2S)-2-(4-chloro-2-fluorophenyl)-2-methyl-1,3-benzodioxol-4-yl]piperidin-1-yl}-methyl)-5-methylpyridazine-3-carbonitrile